benzyl-N-[4-(4-bromopyrazol-1-yl)thian-1-ylidene]-2,2,2-trifluoro-acetamide C(C1=CC=CC=C1)C1S(CCC(C1)N1N=CC(=C1)Br)=NC(C(F)(F)F)=O